(3RS,5RS)-5-(2-((4-sulfamoylphenyl)amino)pyrimidin-5-yl)tetrahydrofuran-3-yl ((S)-sec-butyl)carbamate [C@H](C)(CC)NC(O[C@H]1CO[C@H](C1)C=1C=NC(=NC1)NC1=CC=C(C=C1)S(N)(=O)=O)=O |&1:7,10|